3-chloro-5-[2-(3-{[4-(1-hydroxy-2-methylpropane-2-sulfonyl)phenoxy]methyl}piperazin-1-yl)ethyl]benzonitrile ClC=1C=C(C#N)C=C(C1)CCN1CC(NCC1)COC1=CC=C(C=C1)S(=O)(=O)C(CO)(C)C